7-(2-fluorophenyl)-N4-methyl-N2-[3-(4-methylimidazol-1-yl)-1-bicyclo[1.1.1]pentanyl]-5,6-dihydropyrrolo[2,3-d]pyrimidine-2,4-diamine FC1=C(C=CC=C1)N1CCC2=C1N=C(N=C2NC)NC21CC(C2)(C1)N1C=NC(=C1)C